(Z)-4-(4-((5-cyclopropyl-3-(2,6-dichlorophenyl)isoxazol-4-yl)methoxy)piperidin-1-yl)-N'-hydroxy-2-methylbenzimidamide C1(CC1)C1=C(C(=NO1)C1=C(C=CC=C1Cl)Cl)COC1CCN(CC1)C1=CC(=C(/C(/N)=N/O)C=C1)C